CC1=C(N=C2N(C1=O)C=C(C=C2[C@@H](C)NC2=C(C(=O)O)C=CC=C2)C)N2CC(CC2)C2=CC=NC=C2 2-(((1R)-1-(3,7-dimethyl-4-oxo-2-(3-(pyridin-4-yl)pyrrolidin-1-yl)-4H-pyrido[1,2-a]pyrimidin-9-yl)ethyl)amino)benzoic acid